(6-(4-((6-(2H-1,2,3-triazol-2-yl)-5-(trifluoromethyl)pyridin-3-yl)carbamoyl)-5-(trifluoromethyl)-1H-pyrazol-1-yl)-3-fluoropyridin-2-yl)carbamic acid tert-butyl ester C(C)(C)(C)OC(NC1=NC(=CC=C1F)N1N=CC(=C1C(F)(F)F)C(NC=1C=NC(=C(C1)C(F)(F)F)N1N=CC=N1)=O)=O